tert-butyl N-{4-[(2-cyanophenyl)methyl]-1-methylpyrazol-3-yl}-N-methylcarbamate C(#N)C1=C(C=CC=C1)CC=1C(=NN(C1)C)N(C(OC(C)(C)C)=O)C